N(=C=S)C1=NN(C(=C1)C(C(F)(F)F)(F)F)[C@@H]1COCC1 (S)-3-isothiocyanato-5-(perfluoroethyl)-1-(tetrahydrofuran-3-yl)-1H-pyrazole